tert-butyl 2-{[(3E)-1-ethoxy-5,5-dimethyl-1-oxohex-3-en-2-yl]carbamoyl}-4-(pyridin-4-yl)piperazine-1-carboxylate C(C)OC(C(\C=C\C(C)(C)C)NC(=O)C1N(CCN(C1)C1=CC=NC=C1)C(=O)OC(C)(C)C)=O